N-(tert-octyl)-3,5-bis-(isobutyrylamino)-benzamide C(C)(C)(CC(C)(C)C)NC(C1=CC(=CC(=C1)NC(C(C)C)=O)NC(C(C)C)=O)=O